C(C)C=1N(C(C2=C(N1)CCOC2)=O)CC2=NOC(=C2)C2=C(C#N)C=C(C(=C2)O)F 2-(3-((2-Ethyl-4-oxo-7,8-dihydro-4H-pyrano[4,3-d]pyrimidin-3(5H)-yl)methyl)isoxazol-5-yl)-5-fluoro-4-hydroxybenzonitrile